2-(6-{5-chloro-2-[(oxan-4-yl)amino]pyrimidin-4-yl}-1-oxo-2,3-dihydro-1H-isoindol-2-yl)acetamide ClC=1C(=NC(=NC1)NC1CCOCC1)C1=CC=C2CN(C(C2=C1)=O)CC(=O)N